3-ethoxy-4-((6-hydroxyhexyl)amino)cyclobut-3-ene-1,2-dione C(C)OC=1C(C(C1NCCCCCCO)=O)=O